8-bromotheophylline BrC1=NC=2N(C(N(C)C(C2N1)=O)=O)C